Arsindole [AsH]1C=CC2=CC=CC=C12